C(C)(C)(C)C1=CC=C(C=C1)NC1CCC(CC1)CCCCC(=O)N 5-(4-((4-(tert-butyl)phenyl)amino)cyclohexyl)pentanamide